FC=1C=C(C(=O)N2C3CC(CC2CC3)N3CC(C3)(N3N=CC(=C3)C=3C2=C(N=CN3)NC=C2)CC#N)C=CC1F {1-[8-(3,4-difluorobenzoyl)-8-azabicyclo[3.2.1]oct-3-yl]-3-[4-(7H-pyrrolo[2,3-d]pyrimidin-4-yl)-1H-pyrazol-1-yl]azetidin-3-yl}acetonitrile